4-(3-methoxy-4-((1-(piperidin-4-ylmethyl)piperidin-4-yl)oxy)phenyl)-2-methyl-2,7-naphthyridin-1(2H)-one TFA salt OC(=O)C(F)(F)F.COC=1C=C(C=CC1OC1CCN(CC1)CC1CCNCC1)C1=CN(C(C2=CN=CC=C12)=O)C